4-(3-hydroxypyrrolidin-1-yl)cyclobut-3-ene-1,2-dione hydrochloride Cl.OC1CN(CC1)C1=CC(C1=O)=O